ClC=1C=C(C=CC1Cl)N1C[C@@H](N(CC1)C(=O)C1=CC(NC2=CC=CC=C12)=O)CN1CCOCC1 (S)-4-(4-(3,4-dichlorophenyl)-2-(morpholinomethyl)piperazine-1-carbonyl)quinolin-2(1H)-one